O1CCN(CC1)C=1C2=C(N=CN1)N(C(=C2)C2=CC=C(C=C2)NC(=O)C2=NC=CC(=C2)NC21CCC(CC2)(C1)NC(OC(C)(C)C)=O)COCC[Si](C)(C)C tert-butyl (4-((2-((4-(4-morpholino-7-((2-(trimethylsilyl)ethoxy)methyl)-7H-pyrrolo[2,3-d]pyrimidin-6-yl)phenyl)carbamoyl)pyridin-4-yl)amino)bicyclo[2.2.1]heptan-1-yl)carbamate